6-[8-(1,3-benzothiazol-2-ylcarbamoyl)-3,4-dihydroisoquinolin-2(1H)-yl]-3'-methyl-2'-(tricyclo[3.3.1.13,7]dec-1-ylmethoxy)-3,4'-bipyridine-2-carboxylic acid S1C(=NC2=C1C=CC=C2)NC(=O)C=2C=CC=C1CCN(CC21)C2=CC=C(C(=N2)C(=O)O)C2=C(C(=NC=C2)OCC21CC3CC(CC(C2)C3)C1)C